C(C)(C)(C)C1N2C(C3=CC(=C(C=C3C1)C1=CC=C(C=C1)CC)OC)=CC(C(=C2)C(=O)O)=O 6-tert-butyl-9-(4-ethylphenyl)-10-methoxy-2-oxo-6,7-dihydro-2H-pyrido[2,1-a]isoquinoline-3-carboxylic acid